2-(3,5-difluorophenyl)-N-(4-isopropyl-1-oxophthalazin-2(1H)-yl)acetamide FC=1C=C(C=C(C1)F)CC(=O)NN1C(C2=CC=CC=C2C(=N1)C(C)C)=O